FC(C=1C(=C(C=CC1)C(C)NC1=CC=NC2=CC(=C(C=C12)C1(CCNCC1)OC)OC)F)F 4-(4-((1-(3-(difluoromethyl)-2-fluorophenyl)ethyl)amino)-7-methoxyquinolin-6-yl)-4-methoxypiperidin